[Ni].C(#N)C=1C=CC(=C2N=CC=NC12)N1C[C@@H](C[C@@H](C1)C)NC([C@@H](C)N(C)CC)=O (R)-N-((3R,5S)-1-(8-cyanoquinoxalin-5-yl)-5-methylpiperidin-3-yl)-2-(ethyl-(methyl)amino)propionamide Nickel